CS(=O)(=O)O[C@@H]1[C@H](N(CC1)C(=O)OCCCC)COS(=O)(=O)C butyl (2R,3S)-3-((methylsulfonyl)oxy)-2-(((methylsulfonyl)oxy)methyl)pyrrolidine-1-carboxylate